C1C(=CC2=CC=CC=C12)C1=C(C=CC=C1)C=1CC2=CC=CC=C2C1 ortho-bis(2-indenyl)benzene